Ethyl 4-cyano-4-phenylpentanoate C(#N)C(CCC(=O)OCC)(C)C1=CC=CC=C1